7-{[4-(4-fluoro-2-methoxyphenyl)pyrimidin-2-yl]amino}-1-methylquinolin FC1=CC(=C(C=C1)C1=NC(=NC=C1)NC1=CC=C2C=CCN(C2=C1)C)OC